FC=1C(=C2CCN(C2=CC1)[C@@H]1C(NC(CC1)=O)=O)N1CCC(CC1)N(C(OC(C)(C)C)=O)C tert-butyl N-[1-[5-fluoro-1-[(3S)-2,6-dioxo-3-piperidyl]indolin-4-yl]-4-piperidyl]-N-methylcarbamate